Butanedioic acid, bis(trimethylsilyl) ester C(CCC(=O)O[Si](C)(C)C)(=O)O[Si](C)(C)C